(4-Fluorobenzyl)-N-((4R)-1-oxo-4,5-dihydro-1H-benzo[b][1,2,4]oxadiazolo[4,3-d][1,4]oxazepin-4-yl)-1H-1,2,4-triazole-3-carboxamide FC1=CC=C(CN2N=C(N=C2)C(=O)N[C@@H]2C=3N(C4=C(OC2)C=CC=C4)C(ON3)=O)C=C1